S(CCC(=O)OC(C)(C)C)CCC(=O)OC(C)(C)C di-tert-butyl 3,3'-thiodipropionate